7-Chloro-4-(1H-Imidazol-1-Yl)-N-(Pyridin-4-Ylmethyl)Quinolin-2-Amine ClC1=CC=C2C(=CC(=NC2=C1)NCC1=CC=NC=C1)N1C=NC=C1